COC1=C(C=CC=C1)CCCN1C2C(CC1CC2)C2=CNC1=CC=CC=C21 3-(7-(3-(2-methoxyphenyl)propyl)-7-azabicyclo[2.2.1]heptane-2-yl)-1H-indole